4-[[3-[4-[2-[4-[[1-[5-(3-ethylphenyl)pyrimidine-2-carbonyl]-4-piperidyl]oxy]-1-piperidyl]acetyl]piperazine-1-carbonyl]-4-fluoro-phenyl]methyl]-2H-phthalazin-1-one C(C)C=1C=C(C=CC1)C=1C=NC(=NC1)C(=O)N1CCC(CC1)OC1CCN(CC1)CC(=O)N1CCN(CC1)C(=O)C=1C=C(C=CC1F)CC1=NNC(C2=CC=CC=C12)=O